BrC1=CC2=C(C(=NO2)N2CCN(CC2)C(=O)OC(C)(C)C)C=C1 tert-Butyl 4-(6-bromobenzo[d]isoxazol-3-yl)piperazine-1-carboxylate